C(#N)C1=C(C=CC=C1)C1=C(C(=CC=C1)C=1OC2=C(N1)C=C(C(=C2)OC(F)F)CN2[C@@H](CCC2)C(=O)O)C ((2-(2'-cyano-2-methyl-[1,1'-biphenyl]-3-yl)-6-(difluoromethoxy)benzo[d]oxazol-5-yl)methyl)proline